TITANIUM-MOLYBDENUM [Mo].[Ti]